chloro-[1,2,4]triazolo[1,5-a]pyridine ClC1=NN2C(C=CC=C2)=N1